3-((tert-butyldimethylsilyl)oxy)propyl-7-(4-chlorobenzyl)-3-methyl-1H-purine-2,6(3H,7H)-dione [Si](C)(C)(C(C)(C)C)OCCCN1C(N(C=2N=CN(C2C1=O)CC1=CC=C(C=C1)Cl)C)=O